C(OC[C@]1(O[C@H]([C@@H]2OC(O[C@@H]21)(C)C)C2=CC=C1C(=NC=NN12)N)C#N)(OC1CC(C1)(C)C)=O ((3aS,4R,6S,6aS)-6-(4-aminopyrrolo[2,1-f][1,2,4]triazin-7-yl)-4-cyano-2,2-dimethyltetrahydrofuro[3,4-d][1,3]dioxol-4-yl)methyl (3,3-dimethylcyclobutyl) carbonate